(2S,6R)-4-(3-(4-(1H-imidazol-2-yl)phenyl)imidazo[1,2-b]pyridazin-6-yl)-2,6-dimethylmorpholine N1C(=NC=C1)C1=CC=C(C=C1)C1=CN=C2N1N=C(C=C2)N2C[C@@H](O[C@@H](C2)C)C